1,18-Bis(4-(3-isopropyl-2-(8-methoxy-[1,2,4]triazolo[1,5-a]pyridin-6-yl)-1H-indol-5-yl)piperidin-1-yl)octadecane-1,18-dione C(C)(C)C1=C(NC2=CC=C(C=C12)C1CCN(CC1)C(CCCCCCCCCCCCCCCCC(=O)N1CCC(CC1)C=1C=C2C(=C(NC2=CC1)C=1C=C(C=2N(C1)N=CN2)OC)C(C)C)=O)C=2C=C(C=1N(C2)N=CN1)OC